Benzyl (3S,5R)-3-((4-(2-(4-amino-3,5-difluoro-2-methyl-phenoxy)-3-pyridyl)pyrimidin-2-yl)amino)-5-methyl-piperidine-1-carboxylate NC1=C(C(=C(OC2=NC=CC=C2C2=NC(=NC=C2)N[C@@H]2CN(C[C@@H](C2)C)C(=O)OCC2=CC=CC=C2)C=C1F)C)F